OC=1C=2N(C=C(C1)N1CCCCC1)N=CC2C#N 4-Hydroxy-6-(piperidin-1-yl)pyrazolo[1,5-a]pyridine-3-carbonitrile